4-(5-(bis(2-chloroethyl)amino)-1-methyl-1H-benzo[d]imidazol-2-yl)butanoic acid ClCCN(C1=CC2=C(N(C(=N2)CCCC(=O)O)C)C=C1)CCCl